C(C1=CC=CC=C1)N([C@@H](CC(=O)OC)C)CCC(=O)OC Methyl (R)-3-(benzyl(3-methoxy-3-oxopropyl)amino)butanoate